ClC1=CC(=C(CC=2N(C3=CC=C(C=C3C2)C(=O)NCC2=CC=C(C=C2)S(=O)(=O)CC)CCOC)C=C1)C(F)(F)F 2-(4-chloro-2-(trifluoromethyl)benzyl)-N-(4-(ethylsulfonyl)benzyl)-1-(2-methoxyethyl)-1H-indole-5-carboxamide